2-{[4-(aminomethyl)-1H-1,3-benzodiazol-2-yl]amino}-2-[3-(trifluoromethyl)phenyl]propyl 2,2-dimethylpropanoate CC(C(=O)OCC(C)(C1=CC(=CC=C1)C(F)(F)F)NC1=NC2=C(N1)C=CC=C2CN)(C)C